3-((didodecylphenoxy)thiocarbonylamino-methyl)-3,5,5-trimethylcyclohexylthiocarbamic acid (didodecylphenyl) ester C(CCCCCCCCCCC)C=1C(=C(C=CC1)OC(NC1CC(CC(C1)(C)C)(C)CNC(=S)OC1=C(C(=CC=C1)CCCCCCCCCCCC)CCCCCCCCCCCC)=S)CCCCCCCCCCCC